FC1=NC=CC(=C1)C=1C=C2CN(CC2=CC1)C(CN1N=C(N=C1)C#N)=O 1-(2-(5-(2-fluoropyridin-4-yl)isoindolin-2-yl)-2-oxoethyl)-1H-1,2,4-triazole-3-carbonitrile